C(#C)C1(CCS(CC1)(=O)=O)O 4-Ethynyl-4-hydroxytetrahydro-2H-thiopyran 1,1-dioxide